C(C)(C)(C)OC(NC1(CC1)COC=1C=C2CC(CC2=C(C1)Cl)N)=O N-[1-[(2-amino-7-chloro-2,3-dihydro-1H-inden-5-yl)oxymethyl]cyclopropyl]carbamic acid tert-butyl ester